ClC=1C=C2C(N(C(=NC2=C(C1)[C@@H](C)NC1=C(C(=O)N)C=C(C=C1)F)C=1C=NN(C1)C)C)=O (R)-2-((1-(6-chloro-3-methyl-2-(1-methyl-1H-pyrazol-4-yl)-4-oxo-3,4-dihydroquinazolin-8-yl)ethyl)amino)-5-fluorobenzamide